C(#N)C(CCCC)(C#N)C#N tricyanopentane